CC1=C(C=CC(=C1)OC(F)(F)F)C12CNCC2C1 1-(2-Methyl-4-(trifluoromethoxy)phenyl)-3-azabicyclo[3.1.0]hexane